1-[[(3S)-3-methyl-6-[(2S)-2-methylbutoxy]-3,4-dihydronaphthalen-2-yl]methyl]azetidine-3-carboxylic acid C[C@@H]1C(=CC2=CC=C(C=C2C1)OC[C@H](CC)C)CN1CC(C1)C(=O)O